1-(1-(6-acetyl-1H-benzo[d]imidazol-2-yl)-2-phenylethyl)-4-(5-chloro-2-(1H-tetrazol-1-yl)phenyl)piperazine-2,5-dione C(C)(=O)C=1C=CC2=C(NC(=N2)C(CC2=CC=CC=C2)N2C(CN(C(C2)=O)C2=C(C=CC(=C2)Cl)N2N=NN=C2)=O)C1